N-((1R)-3-Cyano-3-azabicyclo[3.2.0]heptan-1-yl)-5-(2-(phenylthio)phenyl)-1H-pyrazol-3-carboxamid C(#N)N1C[C@]2(CCC2C1)NC(=O)C1=NNC(=C1)C1=C(C=CC=C1)SC1=CC=CC=C1